tert-butyl 5-bromo-8-iodo-1,2,3,4-tetrahydroisoquinoline-2-carboxylate BrC1=C2CCN(CC2=C(C=C1)I)C(=O)OC(C)(C)C